Cl.NO hydroxylamine hydrochloric acid salt